8-bromo-N-(propan-2-yl)-1-[trans-4-(trifluoromethyl)cyclohexyl]-5,6-dihydro-4H-[1,2,4]triazolo[4,3-a][1]benzazepine-5-amine BrC=1C=CC2=C(CC(CC=3N2C(=NN3)[C@@H]3CC[C@H](CC3)C(F)(F)F)NC(C)C)C1